C(C)(C)(C)C1=C(C(=CC(=C1)C(C)(C)C)C(C)(C)C)NC([O-])=O 2,4,6-tri-t-butylphenylcarbamate